1-(3-bromophenyl)-3-methylcyclobutanecarboxylic acid BrC=1C=C(C=CC1)C1(CC(C1)C)C(=O)O